N1=CC=NC=CN=CC=NC=CN=CC=NC=CN=CC=NC=CN=CC=NC=CN=CC=C1 [1,4,7,10,13,16,19,22,25,28,31]undecaazacyclotetratriacontin